C(=O)(O)[C@H](CCO)NCCC(C(=O)O)NCCC(O)C(=O)O 4-[[(1S)-1-carboxy-3-hydroxypropyl]amino]-2-[(3-carboxy-3-hydroxypropyl)amino]butanoic acid